CC(C(=O)O)N1CCN(CCN(CCN(CC1)C(C(=O)O)C)C(C(=O)O)(C)C)CC(=O)O (1R,4R,7R,10R)-α,α'',α'',α'''-tetramethyl-1,4,7,10-tetraazacyclododecane-1,4,7,10-tetraacetic acid